N-[(1S)-1-[3-(6-cyclopropylpyridazin-4-yl)-1,2,4-oxadiazol-5-yl]ethyl]-2-methyl-5-(trifluoromethyl)pyrazole-3-carboxamide C1(CC1)C1=CC(=CN=N1)C1=NOC(=N1)[C@H](C)NC(=O)C=1N(N=C(C1)C(F)(F)F)C